CC=1C=C(C=CC1C)C=1C(=[N+](C(=CC1)C(NC1CS(C=C1)(=O)=O)=O)[O-])O 3-(3,4-dimethylphenyl)-6-((1,1-dioxido-2,3-dihydrothiophen-3-yl)carbamoyl)-2-hydroxypyridine 1-oxide